1-amino-3,6,9,12,15,18,21,24,27,30,33,36-dodecamethyl-1,4,7,10,13,16,19,22,25,28,31,34,37-tridecaoxo-3,6,9,12,15,18,21,24,27,30,33,36-dodecaazahentetracontan-41-oic acid NC(CN(C(CN(C(CN(C(CN(C(CN(C(CN(C(CN(C(CN(C(CN(C(CN(C(CN(C(CN(C(CCCC(=O)O)=O)C)=O)C)=O)C)=O)C)=O)C)=O)C)=O)C)=O)C)=O)C)=O)C)=O)C)=O)C)=O